C(C1=CC=CC=C1)OC(CN(C1CCN(CC1)C(=O)OC(C)(C)C)C)=O tert-butyl 4-((2-(benzyloxy)-2-oxoethyl)(methyl)amino)piperidine-1-carboxylate